(2E)-3-[3-(acetoxy)phenyl]-2-propenoyl chloride C(C)(=O)OC=1C=C(C=CC1)/C=C/C(=O)Cl